N,N-dimethyl-1-(3-nitrophenyl)methanamine CN(CC1=CC(=CC=C1)[N+](=O)[O-])C